BrC=1C=C2CC(CC2=CC1OC)(C)C 5-bromo-6-methoxy-2,2-dimethyl-indane